C1N(CC12CCNCC2)C2=NC=NC=C2OC2=C(C(=O)N(C(C)C)CC(F)F)C=C(C=C2)F 2-((4-(2,7-diazaspiro[3.5]non-2-yl)pyrimidin-5-yl)oxy)-N-(2,2-difluoroethyl)-5-fluoro-N-isopropylbenzamide